ClC1=NC=2N(C=C1)N=C(C2)C 5-chloro-2-methylpyrazolo[1,5-a]pyrimidine